2-piperazin-1-ylpyrimidine-dihydrochloride Cl.Cl.N1(CCNCC1)C1=NC=CC=N1